C1(CCCCC1)C[C@@H](C(=O)NC(CC1C(NC2(C1)CCN(CC2)C(C(C)(C)C)=O)=O)C(C(=O)NC2CC2)=O)NC(OC2C(CCC2)CC2=CC(=CC=C2)Cl)=O 2-(3-chlorobenzyl)cyclopentyl ((2S)-3-cyclohexyl-1-((4-(cyclopropylamino)-3,4-dioxo-1-(2-oxo-8-pivaloyl-1,8-diazaspiro[4.5]decan-3-yl)butan-2-yl)amino)-1-oxopropan-2-yl)carbamate